5-Cyano-3,4-dimethyl-N-(3-(prop-1-en-2-yl)-1H-indazol-5-yl)picolinamide C(#N)C=1C(=C(C(=NC1)C(=O)NC=1C=C2C(=NNC2=CC1)C(=C)C)C)C